C(C1=CC=CC=C1)OC1=NC=NC=2NC3=CC=C(C=C3C21)C(=O)OCC Ethyl 4-(benzyloxy)-9H-pyrimido[4,5-b]indole-6-carboxylate